CC1=C2C(C(=CN(C2=NC=C1)C=1SC=CN1)C(=O)O)=O 5-methyl-4-oxo-1-(1,3-thiazol-2-yl)-1,4-dihydro-1,8-naphthyridine-3-carboxylic acid